C(CCCCCCCCCCC)C(C(C(=S)OCC(CO)(CO)CO)(CCCCCCCCCCCC)CCCCCCCCCCCC)CCCCCCCCCCCC pentaerythritol tetra-laurylthiopropionate